N-[(3,4-Difluoro-phenyl)-methyl]-2-methoxy-4-methyl-6-[(3R)-3-methyl-morpholin-4-yl]-pyridine-3-carboxylic acid amide FC=1C=C(C=CC1F)CNC(=O)C=1C(=NC(=CC1C)N1[C@@H](COCC1)C)OC